BrC=1C(=NN2C1N=C(NC2=O)S)OC 8-bromo-7-methoxy-2-sulfanyl-3H-pyrazolo[1,5-a][1,3,5]triazin-4-one